7-((2S,5R)-4-(1-(benzo[d]thiazol-5-yl)ethyl)-5-ethyl-2-methylpiperazin-1-yl)-2-(but-2-yn-1-yl)-4-methyl-2,4-dihydro-5H-pyrazolo[4,3-b]pyridin-5-one S1C=NC2=C1C=CC(=C2)C(C)N2C[C@@H](N(C[C@H]2CC)C=2C=1C(N(C(C2)=O)C)=CN(N1)CC#CC)C